3-bromo-5-chloro-1,6-dimethylpyridin-2(1H)-one BrC=1C(N(C(=C(C1)Cl)C)C)=O